C1(CC1)C=1C=C(C(N(C1)[C@@H]1C[C@H](C1)C#N)=O)NC=1N(C=2C(=NC=C(C2OC)OC=2C=NN3C2C=NC=C3)N1)C trans-3-(5-cyclopropyl-3-((7-methoxy-1-methyl-6-(pyrazolo[1,5-a]pyrazin-3-yloxy)-1H-imidazo[4,5-b]pyridin-2-yl)amino)-2-oxopyridin-1(2H)-yl)cyclobutane-1-carbonitrile